3-(4-fluoro-5-(3-fluoro-4-(((R)-3-(2-hydroxypropan-2-yl)pyrrolidin-1-yl)methyl)pyridin-2-yl)-1-oxoisoindolin-2-yl)piperidine FC1=C2CN(C(C2=CC=C1C1=NC=CC(=C1F)CN1C[C@@H](CC1)C(C)(C)O)=O)C1CNCCC1